5-methyl-1-(p-tolyl)benzo[d][1,3,2]thiaselenazol-1-one CC=1C=CC2=C([Se]NS2(=O)C2=CC=C(C=C2)C)C1